N-(2-aminoethyl)-2-ethyl-4-[[3-[3-(trifluoromethyl)-1H-pyrazol-4-yl]imidazo[1,2-a]pyrazin-8-yl]amino]benzamide NCCNC(C1=C(C=C(C=C1)NC=1C=2N(C=CN1)C(=CN2)C=2C(=NNC2)C(F)(F)F)CC)=O